ClC1=C(C(=O)NC2(C[C@@H]3[C@@H](CN(C3)C3=NC=C(N=C3)C=3C=4N(C=C(C3)C3=NN(C=C3)C)N=CC4C#N)C2)C)C(=CC=C1)F 2-chloro-N-((3aR,5s,6aS)-2-(5-(3-cyano-6-(1-methyl-1H-pyrazol-3-yl)pyrazolo[1,5-a]pyridin-4-yl)pyrazin-2-yl)-5-methyloctahydrocyclopenta[c]pyrrol-5-yl)-6-fluorobenzamide